NC1=NC=NN2C1=C(C=C2C=2C=C(C(=NC2)OC)C(=O)N[C@@H]2CN(C[C@@H]2F)C(=O)C2=NC=C(C=C2)F)CN2CCC(CC2)(F)F 5-{4-amino-5-[(4,4-difluoropiperidin-1-yl)methyl]pyrrolo[2,1-f][1,2,4]triazin-7-yl}-N-[(3R,4S)-4-fluoro-1-(5-fluoropyridine-2-carbonyl)pyrrolidin-3-yl]-2-methoxypyridine-3-carboxamide